Cl.C(#N)C1=C(C=CC(=C1OC=1C=C2C(N(C=NC2=CC1)C1=CC=C(C=C1)N1CCNCC1)=O)F)NS(=O)(=O)N1C[C@@H](CC1)F (3R)-N-[2-cyano-4-fluoro-3-[4-oxo-3-(4-piperazin-1-ylphenyl)quinazolin-6-yl]oxy-phenyl]-3-fluoro-pyrrolidine-1-sulfonamide hydrochloride